7,7-dimethyl-3,4,7,8-tetrahydro-2H-cyclopenta[4,5]pyrrolo[1,2-a]pyrazine CC1(C=C2C(=CC=3N2CCNC3)C1)C